CC1=C(C=CC(=C1)NC=1C=2N(C=CN1)C(=CN2)C=2C(=NNC2)C(F)(F)F)C(=O)N2CCN(CC2)C(=O)[C@H]2CNCC2 [2-methyl-4-[[3-[3-(trifluoromethyl)-1H-pyrazol-4-yl]imidazo[1,2-a]pyrazin-8-yl]amino]phenyl]-[4-[(3R)-pyrrolidine-3-carbonyl]piperazin-1-yl]methanone